ClC1=CC=C(C=C1)OC#N 4-Chlorocyanatobenzene